4-methyl-2-(morpholin-4-yl)-8-(1H-pyrazol-3-yl)-[1,7]naphthyridine hydrochloride Cl.CC1=CC(=NC2=C(N=CC=C12)C1=NNC=C1)N1CCOCC1